benzylidensorbitol C(C1=CC=CC=C1)=C(O)[C@H](O)[C@@H](O)[C@H](O)[C@H](O)CO